ethyl [1-(2'-oxo-1',2'-dihydrospiro[cyclohexane-1,3'-indol]-4-yl)piperidin-4-yl]carbamate O=C1NC2=CC=CC=C2C12CCC(CC2)N2CCC(CC2)NC(OCC)=O